CN1N=C(C=C1C(=O)[O-])COC(F)(F)F.[Li+].BrC1=C(C=CC(=C1)Cl)N1N=CC=N1 2-(2-bromo-4-chlorophenyl)triazole lithium 1-methyl-3-((trifluoromethoxy)methyl)-1H-pyrazole-5-carboxylate